FC1=C(C(=CC=C1)F)N1C(N(C2=CC=C(C=C2C1)F)CCO)=O 3-(2,6-di-fluorophenyl)-6-fluoro-1-(2-hydroxyethyl)-3,4-dihydroquinazolin-2(1H)-one